C(C1=CC=CC=C1)OC=1C=CC=2C3=C(N(C2C1)C)C(N(N=C3)CC3=NN(C=C3)C3OCCCC3)=O 7-(benzyloxy)-5-methyl-3-((1-(tetrahydro-2H-pyran-2-yl)-1H-pyrazol-3-yl)methyl)-3,5-dihydro-4H-pyridazino[4,5-b]indol-4-one